[K+].O1NC(=CC=C1)C(=O)[O-] Oxazinate potassium salt